C(C)(=O)ON(CCN(OC(C)=O)OC(C)=O)OC(C)=O.[NH4+].[Fe+2] iron ammonium ethylenediamine tetraacetate